FC1=C(C(=CC(=C1)NC1COC1)F)C=1N=C2N(C=CC(=C2)C)C1C[C@H]1CN(CCO1)C(=O)OC methyl (S)-2-((2-(2,6-difluoro-4-(oxetan-3-ylamino)phenyl)-7-methylimidazo[1,2-a]pyridin-3-yl)methyl)morpholine-4-carboxylate